N1CC[C@H](CCC1)N(C1=CN=C(N=N1)C1=C(C=C(C=C1)N1C=NC=C1)O)C (S)-2-(6-(azepan-4-yl-(methyl)amino)-1,2,4-triazin-3-yl)-5-(1H-imidazol-1-yl)phenol